C(C1=CC=CC=C1)N1C[C@@]2(CC(C(C1)(N2)C)O)C (S)-3-benzyl-6-hydroxy-1,5-dimethyl-3,8-diazabicyclo[3.2.1]octane